O1[C@H](C1)COC1=C(C=O)C=CC=C1 (R)-2-(oxiran-2-ylmethoxy)benzaldehyde